ClC=1C=C(C=CC1Cl)C=1C=C(C(=NC1)C1=NC=2N(C=C1)N=C(N2)C(F)(F)F)S(=O)(=O)CC 5-(5-(3,4-dichlorophenyl)-3-(ethylsulfonyl)pyridin-2-yl)-2-(trifluoromethyl)-[1,2,4]triazolo[1,5-a]pyrimidine